C(C)(C)(C)OC(NC1CC=2N(C3=C(C1)C=C(C=C3)Cl)C(=NN2)[C@@H]2CC[C@H](CC2)N2CCOCC2)=O tert-Butyl-{8-chloro-1-[trans-4-(morpholin-4-yl)cyclohexyl]-5,6-dihydro-4H-[1,2,4]triazolo[4,3-a][1]benzazepin-5-yl}carbamat